C(C1=CC=CC=C1)C=1NC(=NN1)C(=O)N[C@@H]1C(N(C2=C(O[C@H]1C)C=CC=N2)C)=O 5-benzyl-N-((2S,3S)-2,5-dimethyl-4-oxo-2,3,4,5-tetrahydropyrido[3,2-b][1,4]oxazepin-3-yl)-4H-1,2,4-triazole-3-carboxamide